C1(CCCC1)NC1=C(C=C2C(NC(=NC2=C1)CSC1CCNCC1)=O)F 7-(cyclopentylamino)-6-fluoro-2-((piperidin-4-ylthio)methyl)quinazolin-4(3H)-one